2-[6-amino-5-[4-(dimethylamino)-1-piperidyl]pyridazin-3-yl]phenol NC1=C(C=C(N=N1)C1=C(C=CC=C1)O)N1CCC(CC1)N(C)C